Methyl (CIS)-3-(4-methyl-1H-pyrazol-3-yl)-2-(((1-phenylpiperidin-4-yl)oxy)methyl)piperidine-1-carboxylate CC=1C(=NNC1)[C@@H]1[C@@H](N(CCC1)C(=O)OC)COC1CCN(CC1)C1=CC=CC=C1